C(C=C)P(O)(O)=O allylphosphonic acid